COC1=CC=C2C=C(NC2=C1)B(O)O 6-METHOXY-1H-INDOL-2-YLBORONIC ACID